C(C)N=CCCCOC(C1=CC=CC=C1)=O.C(C1=CC=CC=C1)(=O)O benzoic acid [4-ethyliminobutyl]benzoate